N(=[N+]=[N-])CCCC(O[Si](C)(C)C(C)(C)C)(P(OCC)(OCC)=O)P(OCC)(OCC)=O tetraethyl (4-azido-1-((tert-butyldimethylsilyl)oxy)butane-1,1-diyl)bis(phosphonate)